O1C(OCC1)C1=C(C=CC(=C1F)F)NC1=C(C(=O)NC=2C(=NC(=CC2)OC)Br)C=C(C(=C1)C(F)(F)F)F ((2-(1,3-Dioxolan-2-yl)-3,4-difluorophenyl)amino)-N-(2-bromo-6-methoxy-pyridin-3-yl)-5-fluoro-4-(trifluoromethyl)benzamide